CNC=1C(=NC=C(C1)N)N1N=CC=N1 N3-methyl-2-(2H-1,2,3-triazol-2-yl)pyridine-3,5-diamine